C(#N)C1C(CN(C12CC2)C(=O)[O-])C2=CC=CC=C2 7-cyano-6-phenyl-4-azaspiro[2.4]heptane-4-carboxylate